Dimethyl(6-{tris[(9-methyldec-5-yn-2-yl)oxy]silyl}hexyl)amine CN(CCCCCC[Si](OC(C)CCC#CCCC(C)C)(OC(C)CCC#CCCC(C)C)OC(C)CCC#CCCC(C)C)C